5-(3-bromoimidazo[1,2-a]pyridin-6-yl)-1-(4-fluorophenyl)-1,2,4-triazole-3-carbonitrile BrC1=CN=C2N1C=C(C=C2)C2=NC(=NN2C2=CC=C(C=C2)F)C#N